36-methylheptatriacontyl linoleate C(CCCCCCC\C=C/C\C=C/CCCCC)(=O)OCCCCCCCCCCCCCCCCCCCCCCCCCCCCCCCCCCCC(C)C